C(#N)[C@H]1NCCCC1 (S)-2-cyanopiperidine